di(1-naphthyl)methylene(cyclopentadienyl)(2,7-dimethyl-3,6-ditert-butylfluorenyl)zirconium dichloride [Cl-].[Cl-].C1(=CC=CC2=CC=CC=C12)C(=[Zr+2](C1=C(C(=CC=2C3=CC(=C(C=C3CC12)C)C(C)(C)C)C(C)(C)C)C)C1C=CC=C1)C1=CC=CC2=CC=CC=C12